1-(4-(4-((1-(2-methoxy-2-methylpropyl)-1H-pyrazol-4-yl)amino)pyrimidin-2-yl)phenyl)imidazolidin-2-one COC(CN1N=CC(=C1)NC1=NC(=NC=C1)C1=CC=C(C=C1)N1C(NCC1)=O)(C)C